BrC1=CC=C(OCC2=CC=C(C#N)C=C2)C=C1 4-((4-bromophenoxy)methyl)benzonitrile